racemic-(R)-6-(5,5-dimethyltetrahydrofuran-3-yl)quinoline-4-carboxylic acid methyl ester COC(=O)C1=CC=NC2=CC=C(C=C12)[C@@H]1COC(C1)(C)C |r|